N1N=CC(=C1)CCNC1=NC(=NC(=C1C)C)C(=O)NC(C)C=1OC(=CC1)C 4-((2-(1H-pyrazol-4-yl)ethyl)amino)-5,6-dimethyl-N-(1-(5-methylfuran-2-yl)ethyl)pyrimidine-2-carboxamide